8-propylkaempferol C(CC)C1=C(C=C(C=2C(C(=C(OC12)C1=CC=C(O)C=C1)O)=O)O)O